ClC=1C=C(C=C(C1)OCC(F)(F)F)[C@H]1CN(CC1)C(=O)N1C[C@@H]2[C@@H](OCC(N2)=O)CC1 |o1:13| (4aR,8aS)-6-((S or R)-3-(3-Chloro-5-(2,2,2-trifluoroethoxy)phenyl)pyrrolidine-1-carbonyl)hexahydro-2H-pyrido[4,3-b][1,4]oxazin-3(4H)-one